C1(=CC=CC=C1)N1C=2C=CC=CC2B2C3=C1C=C(C=C3N(C=3C=CC=CC23)C2=CC=CC=C2)OC2=CC(=CC=C2)OC=2C=C3N(C=1C=CC=CC1B1C3=C(C2)N(C=2C=CC=CC21)C2=CC=CC=C2)C2=CC=CC=C2 1,3-bis(5,9-diphenyl-5,9-dihydro-5,9-diaza-13b-boranaphtho[3,2,1-de]anthracene-7-yl)oxybenzene